[K].C(#N)C=1N=C(NC1C#N)C(F)(F)F 4,5-dicyano-2-trifluoromethylimidazole potassium